FC1=C(C(=C(C=C1F)F)F)NC(OC(C)(C)C)=O tert-butyl (2,3,5,6-tetrafluorophenyl)carbamate